1,5-dimethyl-1H-indole CN1C=CC2=CC(=CC=C12)C